4-[4-(diphenylmethyl)piperazin-1-yl]-1-(2-methoxyethyl)-3-nitro-1,2-dihydro-1,5-naphthyridin-2-one C1(=CC=CC=C1)C(N1CCN(CC1)C1=C(C(N(C2=CC=CN=C12)CCOC)=O)[N+](=O)[O-])C1=CC=CC=C1